CC1=CC(=NN1)CN1N=C2N(CCCC2)C1=O (5S)-2-[(5-Methyl-1H-pyrazol-3-yl)methyl]-3-oxo-2,3,5,6,7,8-hexahydro[1,2,4]triazolo[4,3-a]pyridin